dimethyltriazenoimidazole-carboxamide CN(C(=O)N1C23N(C=4C1N2N4)N3)C